C(C)OC([C@@H](C)OC1=CC=C2C(=CC(OC2=C1)=O)C1=CC=CC=C1)=O.C(C)OC(C(C)(OC1=CC=C2C(=CC(OC2=C1)=O)C1=CC=CC=C1)C)=O.CC(C(N1CCCC1)=O)OC1=CC=C2C(=CC(OC2=C1)=O)C1=CC=CC=C1 7-(1-methyl-2-oxo-2-pyrrolidin-1-yl-ethoxy)-4-phenyl-chromen-2-one ethyl-2-methyl-2-(2-oxo-4-phenyl-chromen-7-yl)oxy-propanoate ethyl-(2R)-2-(2-oxo-4-phenyl-chromen-7-yl)oxypropanoate